tetradec-3-en CCC=CCCCCCCCCCC